C(CCCCCCC)OP(=S)(OCCCCCCCC)O.N1N=NC2=C1C=CC=C2 benzotriazole dioctyl-thiophosphate